Cl.CN1C(OC2=C1C=CC(=C2)N2C[C@@H](NCC2)C)=O 3-methyl-6-[(3S)-3-methylpiperazin-1-yl]-1,3-benzoxazol-2-one hydrochloride